3-chloro-2-ethenyl-5,6,7,8-tetrahydronaphthalene-1-carboxylic acid ClC=1C(=C(C=2CCCCC2C1)C(=O)O)C=C